bis-hexadecyl-rac-glycerol C(CCCCCCCCCCCCCCC)C(C(C(O)CCCCCCCCCCCCCCCC)O)O